6-chloro-5-(2,6-difluorophenyl)-7-methyl-1,3-dihydro-2H-benzo[e][1,4]diazepine-2-thione ClC1=C(C=CC=2NC(CN=C(C21)C2=C(C=CC=C2F)F)=S)C